CN(C([O-])=O)CC1=CC=C(C=C1)C=1C=2N(C(=NC1C1=CC=C(C=C1)C#N)N1CCC(CC1)N(C)C)C=CN2.P(=O)([O-])([O-])[O-].[Ca+2].[Ca+2] Dicalcium phosphate methyl-(4-{7-(4-cyanophenyl)-5-[4-(dimethylamino)piperidin-1-yl]imidazo[1,2-c]pyrimidin-8-yl}phenyl)methylcarbamate